CC[C@H](C)C(=O)OCCCC1=CC2=C(C=C1)OC(=C2)C3=CC4=C(C=C3)OCO4 The molecule is a fatty acid ester that is egonol-2'''-methyl butanoate in which the methoxy group at position 7 is replaced by a hydrogen. It has been isolated from the fruits of Styrax agrestis and Styrax obassia. It has a role as a plant metabolite. It is a member of benzodioxoles, a fatty acid ester and a member of 1-benzofurans. It derives from an egonol-2'''-methyl butanoate. It derives from a hydride of a 1-benzofuran.